1-(2-(benzyloxy)ethyl)-3-(6-(tert-butylsulfonyl)-7-methoxyimidazo[1,2-a]pyridin-3-yl)-1H-pyrazol-5-amine C(C1=CC=CC=C1)OCCN1N=C(C=C1N)C1=CN=C2N1C=C(C(=C2)OC)S(=O)(=O)C(C)(C)C